C1(CC1)C1=CC=C(C=N1)OC1CCN(CC1)C1=CC=C(C=N1)C1=CC(=CC=2N1C(=CN2)C#N)OCC(C)(C)O 5-(6-(4-((6-cyclopropylpyridin-3-yl)oxy)piperidin-1-yl)pyridin-3-yl)-7-(2-hydroxy-2-methylpropoxy)imidazo[1,2-a]pyridine-3-carbonitrile